2-((4-(6-(4-chloro-2-fluorobenzyloxy)pyridin-2-yl)-2-oxopyridin-1(2H)-yl)methyl)-1-((tetrahydrofuran-2-yl)methyl)-1H-benzo[d]imidazole-6-carboxylic acid ClC1=CC(=C(COC2=CC=CC(=N2)C2=CC(N(C=C2)CC2=NC3=C(N2CC2OCCC2)C=C(C=C3)C(=O)O)=O)C=C1)F